ClC1=CC=[14C](NC(C(F)(F)F)=O)C=C1 p-chlorotrifluoroacetanilide-14C